C1(CC1)C=1N=NN(C1)[C@H](C(=O)N1[C@@H](C[C@H](C1)O)C(=O)NC1C(N(CC1)C)(C)C)C(C)(C)C (2S,4R)-1-[(2S)-2-(4-cyclopropyltriazol-1-yl)-3,3-dimethyl-butanoyl]-4-hydroxy-N-(1,2,2-trimethylpyrrolidin-3-yl)pyrrolidine-2-carboxamide